2-iodo-6-methoxy-N-(tetrahydro-2H-pyran-4-yl)-1-(2,2,2-trifluoroethyl)-1H-indol-4-amine IC=1N(C=2C=C(C=C(C2C1)NC1CCOCC1)OC)CC(F)(F)F